3-(4-Chloro-1-oxo-5-(4-(piperidin-4-ylmethyl)piperidin-1-yl)isoindoline-2-yl)piperidine ClC1=C2CN(C(C2=CC=C1N1CCC(CC1)CC1CCNCC1)=O)C1CNCCC1